1-(2,2,2-trifluoroethyl)-1H-pyrazolo[3,4-b]pyridine FC(CN1N=CC=2C1=NC=CC2)(F)F